Cl.N[C@@H]1CC[C@@H](N(C1)C(=O)C1=CC2=C(N(C(=N2)C=2N(C3=CC=CC=C3C2)CC)C)C=C1)C cis-(5-Amino-2-methylpiperidin-1-yl)(2-(1-ethyl-1H-indol-2-yl)-1-methyl-1H-benzo[d]imidazol-5-yl)methanone hydrochloride salt